COC1=NC=CC(=C1)NC 2-methoxy-N-methyl-pyridin-4-amine